6-(3,3-Dimethylpent-1-yn-1-yl)-N2,N4-bis((R)-1,1,1-trifluoroprop-2-yl)-1,3,5-triazine-2,4-diamine CC(C#CC1=NC(=NC(=N1)N[C@@H](C(F)(F)F)C)N[C@@H](C(F)(F)F)C)(CC)C